C(C)(C)(C)C1=CC2=C([C@]3(OCC2)C[C@@H](N(CC3)C(=O)OC(C)(C)C)C)S1 tert-butyl (2S,4R)-2'-(tert-butyl)-2-methyl-4',5'-dihydrospiro[piperidine-4,7'-thieno[2,3-c]pyran]-1-carboxylate